C(=C)C=1N(C=C(N1)CC1=CC=NC=C1)C(C1=CC=CC=C1)(C1=CC=CC=C1)C1=CC=CC=C1 4-((2-ethenyl-1-(triphenylmethyl)imidazol-4-yl)methyl)pyridine